6-bromo-8-methyl-1'-(2,2,2-trifluoroethyl)-2H-spiro[imidazo[1,5-a]pyridine-3,4'-piperidine]-1,5-dione BrC1=CC(=C2N(C1=O)C1(CCN(CC1)CC(F)(F)F)NC2=O)C